C(C)OC(=O)C=1N=NSC1NC=1C=NC=C(C1)C(F)(F)F [5-(trifluoromethyl)pyridin-3-ylamino]-1,2,3-thiadiazole-4-carboxylic acid ethyl ester